((1S,3S)-5-(2-aminooxazolo[4,5-c]pyridin-7-yl)-5-azaspiro[2.4]heptan-1-yl)((S)-6,8-dichloro-1-methyl-3,4-dihydroisoquinolin-2(1H)-yl)methanone NC=1OC2=C(C=NC=C2N2C[C@@]3(C[C@@H]3C(=O)N3[C@H](C4=C(C=C(C=C4CC3)Cl)Cl)C)CC2)N1